The molecule is a monoterpenoid that is oct-7-en-2-ol substituted by a methyl group at position 2 and a methylidene group at position 6 respectively. It has a role as a plant metabolite and a fragrance. It is a monoterpenoid and a tertiary alcohol. CC(C)(CCCC(=C)C=C)O